4-[3-[2,6-Dichloro-4-(2,2-difluoro-5-azaspiro[2.3]hexan-5-yl)benzoyl]-2,4-dihydro-1,3-benzoxazin-8-yl]-5-fluoro-2-(3-oxa-8-azabicyclo[3.2.1]octan-8-yl)benzoic acid ClC1=C(C(=O)N2COC3=C(C2)C=CC=C3C3=CC(=C(C(=O)O)C=C3F)N3C2COCC3CC2)C(=CC(=C1)N1CC2(C(C2)(F)F)C1)Cl